2,2'-bipyridyl ruthenium [Ru].N1=C(C=CC=C1)C1=NC=CC=C1